benzyl 7-(dibutoxymethyl)-2-azaspiro[3.5]nonane-2-carboxylate C(CCC)OC(C1CCC2(CN(C2)C(=O)OCC2=CC=CC=C2)CC1)OCCCC